(S)-5-(4-(1-(oxetan-3-yl)-1H-pyrazol-4-yl)-3-(trifluoromethyl)phenyl)-6-(methyl-d3)-3,6-dihydro-2H-1,3,4-oxadiazin-2-one-6-d O1CC(C1)N1N=CC(=C1)C1=C(C=C(C=C1)C1=NNC(O[C@@]1([2H])C([2H])([2H])[2H])=O)C(F)(F)F